2-amino-6-[difluoro(3-pyridinyl)methyl]-3-methyl-benzimidazole-4-carbonitrile NC=1N(C2=C(N1)C=C(C=C2C#N)C(C=2C=NC=CC2)(F)F)C